NC1=C(C=C(C=C1)F)C(CCC#C)O (2-amino-5-fluorophenyl)pent-4-yn-1-ol